5-(bicyclo[3.1.0]hexan-3-ylmethyl)-2-methylbenzofuran-3-carboxylic acid C12CC(CC2C1)CC=1C=CC2=C(C(=C(O2)C)C(=O)O)C1